N-[4-[Chloro(difluoro)methoxy]phenyl]-6-oxo-1-thiazol-2-yl-pyridine-3-carboxamide ClC(OC1=CC=C(C=C1)NC(=O)C1=CN(C(C=C1)=O)C=1SC=CN1)(F)F